tin(II) bistriflate [O-]S(=O)(=O)C(F)(F)F.[O-]S(=O)(=O)C(F)(F)F.[Sn+2]